calcium hydroxycarboxylic acid salt OC(=O)[O-].[Ca+2].OC(=O)[O-]